[Si](C)(C)(C(C)(C)C)OC[C@H]1CC(CC1)=O (R)-3-((tert-butyldimethylsilyloxy)methyl)cyclopentanone